CC1(CC2[C@H](C2(C)C)C(=O)O1)C (1R)-chrysanthemolactone